CN1C[C@](CC1)(C)OC(=O)N1CCN(CC1)C1=NC=2N(C=C1)N=CC2C=2C(=NC=CC2)OC2CC2 [(3R)-1,3-dimethylpyrrolidin-3-yl]-4-[3-[2-(cyclopropoxy)-3-pyridyl]pyrazolo[1,5-a]pyrimidin-5-yl]piperazine-1-carboxylate